ClC=1C=C(C=CC1)NC1=NC=C(C(=N1)NC1=CC=C2CCNCC2=C1)C=1C=NN(C1)CC(C)C N2-(3-chlorophenyl)-5-(1-isobutyl-1H-pyrazol-4-yl)-N4-(1,2,3,4-tetrahydroisoquinolin-7-yl)pyrimidine-2,4-diamine